3-(((3R,3aR,6R,6aR)-6-methoxyhexahydrofuro[3,2-b]furan-3-yl)oxy)propanal CO[C@@H]1CO[C@H]2[C@@H]1OC[C@H]2OCCC=O